N-({5-chloro-6-[(3-methyl-5-isoxazolyl)methoxy]-2-indolyl}methyl)-(S)-1-methyl-2-pyrrolidinecarboxamide ClC=1C=C2C=C(NC2=CC1OCC1=CC(=NO1)C)CNC(=O)[C@H]1N(CCC1)C